N-Oleoylethanolamine CCCCCCCC/C=C\CCCCCCCC(=O)NCCO